ClC1=C(C=C(OCC(=O)NC23CC(C2)(C3)NC3=NC=CC(=C3)C3=CC=C(C=C3)Cl)C=C1)F 2-(4-chloro-3-fluorophenoxy)-N-(3-{[4-(4-chlorophenyl)pyridin-2-yl]amino}bicyclo[1.1.1]pentan-1-yl)acetamide